(2S,5S)-5-benzyl-2-tert-butyl-3-methyl-4-imidazolidinone triflate OS(=O)(=O)C(F)(F)F.C(C1=CC=CC=C1)[C@H]1C(N([C@H](N1)C(C)(C)C)C)=O